COC1=C(C=C2CCN(C(C2=C1)\C=C\C1=CN(C2=NC=C(C=C21)OC)C)C(=O)OC(C)(C)C)OCC=2C=NC=CC2 tert-Butyl 7-methoxy-1-[(E)-2-(5-methoxy-1-methyl-1H-pyrrolo[2,3-b]pyridin-3-yl)ethenyl]-6-[(pyridin-3-yl)methoxy]-3,4-dihydroisoquinoline-2(1H)-carboxylate